(R)-N-(3-chloro-4-fluorophenyl)-N-methyl-2-(6-methyl-4-(trifluoromethyl)pyridin-2-yl)isothiazolidine-3-carboxamide 1,1-dioxide ClC=1C=C(C=CC1F)N(C(=O)[C@@H]1N(S(CC1)(=O)=O)C1=NC(=CC(=C1)C(F)(F)F)C)C